C1(=CC=CC2=CC=CC=C12)N1C(=NN=C1C1=CC=CC=C1)C1=CC=CC=C1 N-naphthyl-2,5-diphenyl-1,3,4-triazole